ClC1=C(C=CC(=C1)OCCOC)N1CCN(CC1)C(=O)OC(C)(C)C tert-Butyl 4-[2-chloro-4-(2-methoxyethoxy)phenyl]piperazine-1-carboxylate